propoxy-N-methylbenzenesulfonamide C(CC)OC1=C(C=CC=C1)S(=O)(=O)NC